tert-butyl (3R)-3-[[6-(7-isopropoxyimidazo[1,2-a]pyridin-3-yl)pyrazin-2-yl]amino]piperidine-1-carboxylate C(C)(C)OC1=CC=2N(C=C1)C(=CN2)C2=CN=CC(=N2)N[C@H]2CN(CCC2)C(=O)OC(C)(C)C